C(CSCCSCCO)O 3,6-Dithia-1,8-octandiol